C(CCCCCCCCCCCCCCCCCCCCCCCCCCCCCCCCCCCCCCCCCCCCCCCCCCCCC(=O)N)(=O)N hexamethylenebislignoceric acid amide